BrC1=CC=2N(C=C1)N=CC2CO {5-bromopyrazolo[1,5-a]pyridin-3-yl}methanol